5-(1-Acetylpiperidin-4-yl)-N-(2-chloro-3-(3-chloro-2-(3-(difluoromethoxy)-4-formylphenyl)pyridin-4-yl)phenyl)-1-methyl-4,5,6,7-tetrahydro-1H-imidazo[4,5-c]pyridine-2-carboxamide C(C)(=O)N1CCC(CC1)N1CC2=C(CC1)N(C(=N2)C(=O)NC2=C(C(=CC=C2)C2=C(C(=NC=C2)C2=CC(=C(C=C2)C=O)OC(F)F)Cl)Cl)C